2-(5-(adamantan-1-yl)-2-hydroxybenzylidene)-N-(3-methoxyphenyl)hydrazine C12(CC3CC(CC(C1)C3)C2)C=2C=CC(=C(C=NNC3=CC(=CC=C3)OC)C2)O